3-oxo-3-((1r,4r)-4-phenylcyclohexyl)-2-(3-(trifluoromethyl)benzyl)propanoic acid ethyl ester C(C)OC(C(C(C1CCC(CC1)C1=CC=CC=C1)=O)CC1=CC(=CC=C1)C(F)(F)F)=O